C(CC(=O)[O-])C(=O)C(=O)[O-] The molecule is an oxo dicarboxylate obtained by deprotonation of both carboxy groups of 2-oxoglutaric acid. It has a role as a human metabolite, an algal metabolite and a Saccharomyces cerevisiae metabolite. It derives from a glutarate(2-). It is a conjugate base of a 2-oxoglutarate(1-).